C(C1=CC=CC=C1)NC1=NC(=NN2C1=CC=C2)N2C(=CC=1C(=CC=CC21)C(=O)NCCS(=O)(=O)C)C 1-(4-(benzylamino)pyrrolo[2,1-f][1,2,4]triazin-2-yl)-2-methyl-N-(2-(methylsulfonyl)ethyl)-1H-indole-4-carboxamide